(R)-1-(5-Bromo-2-(1H-tetrazol-5-yl)phenyl)pentan-1-ol BrC=1C=CC(=C(C1)[C@@H](CCCC)O)C1=NN=NN1